CS(=O)(=O)C1=CC=C(C=C1)C1=CC=CC=2N1N=C(N2)NC2=CC=C(C=C2)N2CCN(CC2)C(CCCCC#CC=2C=C1CN(C(C1=CC2)=O)C2C(NC(CC2)=O)=O)=O 3-(5-(7-(4-(4-((5-(4-(methylsulfonyl)phenyl)-[1,2,4]triazolo[1,5-a]pyridin-2-yl)amino)phenyl)piperazin-1-yl)-7-oxohept-1-yn-1-yl)-1-oxoisoindolin-2-yl)piperidine-2,6-dione